10,13-dimethyl-17-(2-methyl-1,3-dioxolan-2-yl)-2,3,4,7,8,9,10,11,12,13,14,15,16,17-tetradecahydro-1H-cyclopenta[a]phenanthren-3-ol CC12C3CCC4(C(CCC4C3CC=C2CC(CC1)O)C1(OCCO1)C)C